methyl 2-(3-bromo-1-(4-methoxybenzyl)-1H-1,2,4-triazol-5-yl)-3-iodoimidazo[1,2-a]pyrimidine-7-carboxylate BrC1=NN(C(=N1)C=1N=C2N(C=CC(=N2)C(=O)OC)C1I)CC1=CC=C(C=C1)OC